FC1=C(C=CC(=C1)CN1C=NC=2C(=NC=3N=C(C=CC3C21)OC)C)S(=O)(=O)N 2-fluoro-4-((7-methoxy-4-methyl-1H-imidazo[4,5-c][1,8]naphthyridin-1-yl)methyl)benzenesulfonamide